7-(4-(2-(1-(4-(2,4-dioxotetrahydropyrimidin-1(2H)-yl)phenyl)piperidin-4-yl)ethyl)piperazin-1-yl)-2-(4-phenoxyphenyl)-9,10-dihydro-4H-benzo[d]pyrazolo[1,5-a][1,3]diazepine-3-carboxamide O=C1N(CCC(N1)=O)C1=CC=C(C=C1)N1CCC(CC1)CCN1CCN(CC1)C1=CC2=C(NC=3N(CC2)N=C(C3C(=O)N)C3=CC=C(C=C3)OC3=CC=CC=C3)C=C1